C(C)(C)OC=1C(=CC(=NC1)C1=NSC(=N1)NC1=NC=CC=C1N(C)C)C(F)(F)F N2-(3-(5-Isopropoxy-4-(trifluoromethyl)pyridin-2-yl)-1,2,4-thiadiazol-5-yl)-N3,N3-dimethylpyridine-2,3-diamine